BrC1=CC=2N(C=C1)N=CC2C=O 5-bromopyrazolo[1,5-a]pyridine-3-carbaldehyde